OCC(C=O)(CO)CO 3-hydroxy-2,2-bis(hydroxymethyl)-propanal